C(#C)C=1C=NN2C1C(=CC(=C2)C=2N=NN(C2C)C2CCN(CC2)C#N)O[C@H](CO)C2=NC=C(C=C2)F (S)-4-(4-(3-ethynyl-4-(1-(5-fluoropyridin-2-yl)-2-hydroxyethoxy)pyrazolo[1,5-a]pyridin-6-yl)-5-methyl-1H-1,2,3-triazol-1-yl)piperidine-1-carbonitrile